FC(C(=O)NC)(N1N=C(C=C1)N\C(\C)=C\1/C(NC2=CN=C(C=C21)C=2C=NC=CC2C)=O)F (Z)-2,2-Difluoro-N-methyl-2-(3-((1-(5-(4-methylpyridin-3-yl)-2-oxo-1H-pyrrolo[2,3-c]pyridin-3(2H)-ylidene)ethyl)amino)-1H-pyrazol-1-yl)acetamide